6-((l-6-((6-carboxypyridin-2-yl)methyl)-1,4,10,13-tetraoxa-7,16-diazacyclooctadecan-7-yl)methyl)-4-isothiocyanatopicolinic acid C(=O)(O)C1=CC=CC(=N1)C[C@H]1COCCOCCNCCOCCOCCN1CC1=CC(=CC(=N1)C(=O)O)N=C=S